ZINC ALUMINUM SILICATE [Si]([O-])([O-])([O-])[O-].[Al+3].[Zn+2]